CC1(C(C(=C[C@]2(CCN(C2)C(=O)C2=C(C=CC=C2)C(F)(F)F)C1)C#N)=O)C (5R)-9,9-dimethyl-8-oxo-2-[2-(trifluoromethyl)benzene-1-carbonyl]-2-azaspiro[4.5]dec-6-ene-7-carbonitrile